C(C1=CC=CC=C1)OC(=O)N[C@H](C(=O)NC1=NC=CC(=C1)C(CC(F)(F)F)NC(OC(C)(C)C)=O)C1CCC(CC1)(F)F tert-butyl (1-(2-((S)-2-(((benzyloxy)carbonyl)amino)-2-(4,4-difluorocyclohexyl)acetamido)pyridin-4-yl)-3,3,3-trifluoropropyl)carbamate